4,6-dichloro-3-cyclopropyl-1H-pyrazolo[4,3-c]pyridine ClC1=NC(=CC2=C1C(=NN2)C2CC2)Cl